C1(C=CC(N1CCCC(=O)O)=O)=O γ-maleimidobutyric acid